CC(C(C(=O)N)(C)C)(CCC(=O)N)C tetramethylhexanediamide